ergotaman CN1C[C@@H](C=C2[C@H]1CC3=CNC4=CC=CC2=C34)CN[C@H]5CN6CCN7CCC[C@H]7[C@@H]6O5